3-{1-[4-((S)-2-dimethylaminomethyl-pyrrolidine-1-carbonyl)-phenyl]-1H-[1,2,3]triazol-4-yl}-6-fluoro-1H-quinolin-2-one CN(C)C[C@H]1N(CCC1)C(=O)C1=CC=C(C=C1)N1N=NC(=C1)C=1C(NC2=CC=C(C=C2C1)F)=O